ClC=1C=C(C=CC1)N1N=NC=C1 1-(3-chlorophenyl)-1H-1,2,3-triazole